O1C(=CC=C1)C=C(C(=O)[O-])CC[N+](=O)[O-] 2-(furan-2-ylmethylene)-4-nitrobutanoate